C(C)OC(\C=C\C(=O)OCC)=O (2E)-but-2-enedioic acid 1,4-diethyl ester